NC(CC(=O)O)C1=CC=C(C=C1)CC1=C(C=CC=C1)Cl 3-amino-3-(4-(2-chlorobenzyl)phenyl)propionic acid